CC=1C(=NC=CC1)OCC1=C(C=CC=C1)C(C(=O)[O-])=COC 2-[(3-methyl-pyridin-2-yloxymethyl)phenyl]-3-methoxyacrylate